ClC=1C=C(C=CC1F)[C@@]1(CN2[C@H](CO1)CN(CC2)C(=O)C2=C(C(=CC=C2)OC)Cl)O [(3R,9aS)-3-(3-chloro-4-fluoro-phenyl)-3-hydroxy-1,4,6,7,9,9a-hexahydropyrazino[2,1-c][1,4]oxazin-8-yl]-(2-chloro-3-methoxyphenyl)methanone